N1C(CCC1)CNC1CCCCCC1 N-(pyrrolidin-2-ylmethyl)cycloheptylamine